COC1=CC=C(C(=O)NNC(=O)N2[C@@H](CCC2)C(=O)NC=2C=NC=CC2)C=C1 (S)-1-(2-(4-methoxybenzoyl)hydrazinecarbonyl)-N-(pyridin-3-yl)pyrrolidine-2-carboxamide